C[C@@H]1CN(CCN1C1COC1)C=1SC2=C(N1)SC(=C2)C(=O)NC2CC1(CC1)C2 2-[(3R)-3-methyl-4-(oxetan-3-yl)piperazin-1-yl]-N-spiro[2.3]hexan-5-yl-thieno[2,3-d]thiazole-5-carboxamide